BrC=1C=CC2=C(C=NOB2O)C1 6-bromo-1H-benzo[d][1,2,6]oxazaborinin-1-ol